4-(((1S,4R)-4-(4-methyl-7H-pyrrolo[2,3-d]pyrimidin-7-yl)cyclopent-2-en-1-yl)oxy)-7,8-dihydropyrido[4,3-d]pyrimidine-6(5H)-carboxylic acid tert-butyl ester C(C)(C)(C)OC(=O)N1CC2=C(N=CN=C2O[C@@H]2C=C[C@@H](C2)N2C=CC3=C2N=CN=C3C)CC1